5-fluoro-4-[6-[2-(2-methyl-2-azabicyclo[2.1.1]hexan-1-yl)ethynyl]-3,5-dihydro-2H-4,1-benzoxazepin-1-yl]-1-(trideuteriomethyl)quinazolin-2-one FC1=C2C(=NC(N(C2=CC=C1)C([2H])([2H])[2H])=O)N1CCOCC2=C1C=CC=C2C#CC21N(CC(C2)C1)C